{2H,4H,5H,6H-pyrrolo[3,4-c]pyrazole-2-sulfonyl}pyridine N=1N(C=C2C1CNC2)S(=O)(=O)C2=NC=CC=C2